ClC=1C(=CC2=C(N(C(O2)=O)[C@@H](C(=O)OCC(CO)(CO)N)C)C1)OC(C)C1=NC=C(C=C1)F 2-amino-2-(hydroxymethyl)propane-1,3-diol (R)-3-(5-chloro-6-(1-(5-fluoropyridin-2-yl)ethoxy)-2-oxobenzo[d]oxazol-3(2H)-yl)propanoate